methyl-N-(tert-butoxycarbonyl)-O-((S)-2-((tert-butyldimethylsilyl)oxy)-5-oxohexyl)homoserine CN([C@@H](CCOC[C@H](CCC(C)=O)O[Si](C)(C)C(C)(C)C)C(=O)O)C(=O)OC(C)(C)C